C(#N)C1=CC=C(C=C1)[C@@H]1N(C(C2=CC(=CC=C2C1)NC(NC1=CC=C(C=C1)S(=O)C)=O)=O)CCCNC(OC(C)(C)C)=O (+)-tert-butyl {3-[(3R)-3-(4-cyanophenyl)-7-({[4-(methylsulfinyl)phenyl]carbamoyl}amino)-1-oxo-3,4-dihydroisoquinolin-2(1H)-yl]propyl}carbamate